3-(7-Chloro-3-(4-(trifluoromethyl)cyclohex-1-en-1-yl)-1H-pyrazolo[4,3-b]pyridin-1-yl)azetidine-1-carboxylic acid tert-butyl ester C(C)(C)(C)OC(=O)N1CC(C1)N1N=C(C2=NC=CC(=C21)Cl)C2=CCC(CC2)C(F)(F)F